(4-hydroxybenzo[b]thiophene-5-yl)boronic acid OC1=C(C=CC=2SC=CC21)B(O)O